OC1(CCCCC1)C1=C(C=CC=C1)C(=O)C1=C(C=CC=C1)C1(CCCCC1)O bis[2-(1-hydroxycyclohexyl)phenyl]methanone